FC(C)(F)C1=NC(=CC(=N1)NC1=CC(=NC=C1OCC)NC(C)=O)C=1C=NN(C1)CC(C)C N-(4-((2-(1,1-difluoroethyl)-6-(1-isobutyl-1H-pyrazol-4-yl)pyrimidin-4-yl)amino)-5-ethoxypyridin-2-yl)acetamide